ClC=1C=C(C=C(C1)Cl)C=1C2=C(N=CN1)C(C(=CN2)C(=O)OC)=O methyl 4-(3,5-dichlorophenyl)-8-oxo-5,8-dihydropyrido[3,2-d]pyrimidine-7-carboxylate